FC(C=1C(=C(C=CC1)[C@@H](C)NC(=O)C1=CN(C(C=C1NC1[C@@H]2CN(C[C@H]12)C)=O)[C@@H]1C(C1)(C)C)F)F N-((R)-1-(3-(difluoromethyl)-2-fluorophenyl)ethyl)-1-((S)-2,2-dimethylcyclopropyl)-4-(((1R,5S,6s)-3-methyl-3-azabicyclo[3.1.0]hexan-6-yl)amino)-6-oxo-1,6-dihydropyridine-3-carboxamide